N1CC(CC1)CNC(C)C N-(pyrrolidin-3-ylmethyl)propan-2-amine